C(C)(C)(C)C=1C=C(N(N1)C1=CC=C(C=C1)CN(C)C)NC(OCC(Cl)(Cl)Cl)=O 2,2,2-trichloroethyl N-[5-tert-butyl-2-[4-[(dimethylamino)methyl]phenyl]pyrazol-3-yl]carbamate